dimethyl-dithiophosphate-ethanol C(C)O.CSP(=S)(OC)O